3,5,5-trimethyl-hexanoyl chloride CC(CC(=O)Cl)CC(C)(C)C